C1(CCCCC1)C1=CC2=C(N=CN(C2=O)C(CO)C)C(=N1)C=1C=NC=CC1 6-cyclohexyl-3-(1-hydroxy-prop-2-yl)-8-(pyridin-3-yl)pyrido[3,4-d]pyrimidin-4(3H)-one